C(C)(C)(C)C=1N=CN(C1)C1=C(C=C(C=C1)N=C=O)C=1N=NN(N1)C(C1=CC=CC=C1)(C1=CC=CC=C1)C1=CC=CC=C1 5-(2-(4-(tert-butyl)-1H-imidazol-1-yl)-5-isocyanatophenyl)-2-trityl-2H-tetrazole